6-(4-(4-(4-((2,6-dioxopiperidin-3-yl)amino)-2-fluorophenyl)piperazin-1-yl)piperidin-1-yl)pyridazine-3-carboxamide O=C1NC(CCC1NC1=CC(=C(C=C1)N1CCN(CC1)C1CCN(CC1)C1=CC=C(N=N1)C(=O)N)F)=O